(R)-1-(3-fluorophenyl)ethane-1-amine FC=1C=C(C=CC1)[C@@H](C)N